2-[4-(2,4-Dichlorobenzamido)piperidinyl]Benzothiazole-6-carboxylic acid ethyl ester C(C)OC(=O)C1=CC2=C(N=C(S2)N2CCC(CC2)NC(C2=C(C=C(C=C2)Cl)Cl)=O)C=C1